6-(1-((6-(4-fluorophenyl)pyrido[2,3-d]pyrimidin-4-yl)amino)ethyl)pyridin FC1=CC=C(C=C1)C1=CC2=C(N=CN=C2NC(C)C2=CC=CC=N2)N=C1